O=C1N(CC2=C(C=CC=C12)N(C1CCC(CC1)NCCC(F)(F)F)CCC)C1C(NC(CC1)=O)=O 3-(1-oxo-4-{propyl[(1r,4r)-4-[(3,3,3-trifluoropropyl)amino]cyclohexyl]amino}-3H-isoindol-2-yl)piperidine-2,6-dione